C(C1=CC=CC=C1)OC=1C(=CC(=C(C(=O)OC)C1)/N=C/N(C)C)OC (E)-Methyl 5-(benzyloxy)-2-((dimethylamino)methyleneamino)-4-methoxybenzoate